3-[1-oxo-5-(piperazin-1-yl)-3H-isoindol-2-yl]piperidine-2,6-dione O=C1N(CC2=CC(=CC=C12)N1CCNCC1)C1C(NC(CC1)=O)=O